2-[1-(2-hydroxy-3,5-di-tert-pentylphenyl) ethyl]-4,6-di-tert-pentylphenyl (methacrylate) C(C(=C)C)(=O)OC1=C(C=C(C=C1C(C)(C)CC)C(C)(C)CC)C(C)C1=C(C(=CC(=C1)C(C)(C)CC)C(C)(C)CC)O